(5aS,6R,11bS)-14-(cyclopropylmethyl)-10-methoxy-3-(3-(pyridin-3-yl)propyl)-2,3,4,5,6,7-hexahydro-6,11b-(epiminoethano)naphtho[1,2-d]azepin-5a(1H)-ol C1(CC1)CN1CC[C@]23CCN(CC[C@]2([C@H]1CC1=CC=C(C=C13)OC)O)CCCC=1C=NC=CC1